C(#N)C1=C(C=C(C=C1)N1CC(N(C2(CN(C2)C(=O)NC2CC2)C1=O)CC1=CC=C(C=C1)C(F)(F)F)=O)F 8-(4-cyano-3-fluorophenyl)-N-cyclopropyl-6,9-dioxo-5-(4-(trifluoromethyl)benzyl)-2,5,8-triazaspiro[3.5]nonane-2-carboxamide